ClC1=CC=C(C=C1)C=1C=C(C(N(N1)C1=CC(=CC=C1)F)=O)C(=O)N[C@@H](CO)[C@@H]1COCC1 6-(4-chlorophenyl)-2-(3-fluorophenyl)-N-{(1R)-2-hydroxy-1-[(3R)-tetrahydrofuran-3-yl]ethyl}-3-oxo-2,3-dihydropyridazine-4-carboxamide